ClC(C1=NC(=NO1)C1=CC=C(C=C1)C)(Cl)Cl 5-(trichloromethyl)-3-(4-methylphenyl)-1,2,4-oxadiazole